(5Z)-3-methyl-2-methylsulfanyl-5-(quinazolin-6-ylmethylene)imidazol-4-one CN1C(=N\C(\C1=O)=C/C=1C=C2C=NC=NC2=CC1)SC